BrC1=CN=C(C=C1C#N)C(F)(F)F 5-Bromo-2-(trifluorometh-yl)isonicotinonitrile